BrC(=O)OC1=CC=CCC1 1,3-cyclohexadienyl bromoformate